(3R,7R)-2-(3,4-dichlorobenzoyl)-3,7-dimethyl-9-(1-(4-(S-methylsulfonimidoyl)phenyl)ethyl)-1,2,3,4,8,9-hexahydropyrido[4',3':3,4]pyrazolo[1,5-a]pyrazin-10(7H)-one ClC=1C=C(C(=O)N2CC=3C(=NN4C3C(N(C[C@H]4C)C(C)C4=CC=C(C=C4)S(=O)(=N)C)=O)C[C@H]2C)C=CC1Cl